N-[3-(5-chloro-1,3-benzothiazol-2-yl)-1-bicyclo[1.1.1]pentanyl]-5-[(1R)-1-methylsulfonylethyl]furan-2-carboxamide ClC=1C=CC2=C(N=C(S2)C23CC(C2)(C3)NC(=O)C=3OC(=CC3)[C@@H](C)S(=O)(=O)C)C1